2,5-bis(3-tetradecylthiophen-2-yl)thiophene tert-butyl-8-methoxy-4-oxo-2,3-dihydroquinoline-1-carboxylate C(C)(C)(C)OC(=O)N1CCC(C2=CC=CC(=C12)OC)=O.C(CCCCCCCCCCCCC)C1=C(SC=C1)C=1SC(=CC1)C=1SC=CC1CCCCCCCCCCCCCC